ClC1=NC=C2C(=N1)N(N=C2)CC2=CC=C(C=C2)C=2N(C=C(N2)C(F)(F)F)C [4-([6-chloro-1H-pyrazolo[3,4-d]pyrimidin-1-yl]methyl)phenyl]-1-methyl-4-(trifluoromethyl)-1H-imidazole